N-(trans-3-(methoxymethyl)cyclobutyl)-5-(1-methyl-1H-benzo[d][1,2,3]triazol-6-yl)pyrrolo[2,1-f][1,2,4]triazin-2-amine COC[C@@H]1C[C@H](C1)NC1=NN2C(C=N1)=C(C=C2)C=2C=CC1=C(N(N=N1)C)C2